dioctadecyl-2,2-bis-(3,5-di-tert-butyl-2-hydroxybenzyl)-malonate C(CCCCCCCCCCCCCCCCC)OC(C(C(=O)OCCCCCCCCCCCCCCCCCC)(CC1=C(C(=CC(=C1)C(C)(C)C)C(C)(C)C)O)CC1=C(C(=CC(=C1)C(C)(C)C)C(C)(C)C)O)=O